N1(CCCCC1)C(=O)C1=CC2=C(C(C=3C(=NSN3)C2=O)=O)S1 6-(piperidine-1-carbonyl)thieno[2',3':4,5]benzo[1,2-c][1,2,5]thiadiazole-4,8-dione